tribenzyl trithiophosphite P(SCC1=CC=CC=C1)(SCC1=CC=CC=C1)SCC1=CC=CC=C1